[Na+].ClC=1C=C(C(=NC1)OC)N1N=C(N=C1)C(=O)[O-] 1-(5-chloro-2-methoxy-3-pyridinyl)-1,2,4-triazole-3-carboxylic acid sodium salt